5-naphthyl-1,3-bis(α-hydroxyisopropyl)benzene C1(=CC=CC2=CC=CC=C12)C=1C=C(C=C(C1)C(C)(C)O)C(C)(C)O